(4-{9-[(3-hydroxypropyl)amino]-5,6,7,8-tetrahydroacridin-3-yl}pyridin-2-yl)cyclopropanecarboxamide OCCCNC=1C=2CCCCC2N=C2C=C(C=CC12)C1=CC(=NC=C1)C1(CC1)C(=O)N